tri(dibenzoylmethyl)phenanthroline europium [Eu].C(C1=CC=CC=C1)(=O)C(C(C1=CC=CC=C1)=O)C1=C(C(=NC2=C3N=CC=CC3=CC=C12)C(C(C1=CC=CC=C1)=O)C(C1=CC=CC=C1)=O)C(C(C1=CC=CC=C1)=O)C(C1=CC=CC=C1)=O